FC(C1=CC=C(C=C1)C=C)(F)F 1-(trifluoromethyl)-4-vinyl-benzene